ClC1=C(C=C(CNC(=O)C2CC3(C2)CCC3)C=C1)C(NC1=CC=C(C=C1)CC1=NC3=C(N1)C=CC(=C3)C(F)(F)F)=O N-(4-chloro-3-((4-((5-(trifluoromethyl)-1H-benzo[d]imidazol-2-yl)methyl)phenyl)carbamoyl)benzyl)spiro[3.3]heptane-2-carboxamide